(R)-5-(6-(4-(2-hydroxy-2-phenylacetyl)piperazin-1-yl)pyridin-3-yl)-7-(1-methyl-1H-pyrazol-4-yl)imidazo-[1,2-c]pyrimidine-3-carbonitrile O[C@@H](C(=O)N1CCN(CC1)C1=CC=C(C=N1)C1=NC(=CC=2N1C(=CN2)C#N)C=2C=NN(C2)C)C2=CC=CC=C2